BrC=1C=C(C=CC1F)NC(=NO)C1=NON=C1NCCS(NCC)(=O)=O N-(3-bromo-4-fluorophenyl)-N'-hydroxyl-4-((2-(N-ethylsulfamoyl)ethyl)amino)-1,2,5-oxadiazol-3-formamidine